[(3R,9aS)-3-(4-fluoro-3-prop-1-ynyl-phenyl)-3,4,6,7,9,9a-hexahydro-1H-pyrazino[2,1-c][1,4]oxazin-8-yl]-(2-chloro-3-methoxyphenyl)methanone FC1=C(C=C(C=C1)[C@@H]1CN2[C@H](CO1)CN(CC2)C(=O)C2=C(C(=CC=C2)OC)Cl)C#CC